C1=CC=CC=2C(=CC=CC12)O 5-Naphthol